β-estradiol 3-benzoate C[C@]12CC[C@H]3[C@H]([C@@H]1CC[C@@H]2O)CCC4=C3C=CC(=C4)OC(=O)C5=CC=CC=C5